5,7-dimethoxy-2-(7-methoxy-2H-1,3-benzodioxol-5-yl)-3-methyl-3a-(prop-2-en-1-yl)2,3,3a,4,5,6-hexahydro-1-benzofuran-6-one COC1C(C(=C2C(C(C(O2)C2=CC3=C(OCO3)C(=C2)OC)C)(C1)CC=C)OC)=O